NCC=1C=C(C=CC1)N1N=C(C=C1C(=O)NC1=C(C=CC(=C1)C(C1=C(C=CC2=CC=CC=C12)OC)NCC1CC1)F)C(F)(F)F (+)-1-(3-(aminomethyl)phenyl)-N-(5-((cyclopropylmethylamino)(2-methoxynaphthalen-1-yl)methyl)-2-fluorophenyl)-3-(trifluoromethyl)-1H-pyrazole-5-carboxamide